(1R,3s,5S)-3-((6-Chloropyridazin-3-yl)(methyl)amino)-1,5-dimethyl-8-azabicyclo[3.2.1]octane-8-carboxylic acid tert-butyl ester C(C)(C)(C)OC(=O)N1[C@]2(CC(C[C@@]1(CC2)C)N(C)C=2N=NC(=CC2)Cl)C